[O-]P([O-])(=O)OP(=O)([O-])[O-].[K+].[K+].[K+].[K+].C(=CC)[Si](OCCC)(OCCC)OCCC propenyl-tripropoxysilane Tetrakalium Pyrophosphat